2-Sulfo-succinimide S(=O)(=O)(O)C1C(=O)NC(C1)=O